C[Si]1(CCC(CC1)N1C(=CC2=C(C=C(C=C12)C(F)(F)F)C(F)(F)F)C(=O)N)C (1,1-dimethylsilinan-4-yl)-4,6-bis(trifluoromethyl)-1H-indole-2-carboxamide